C1(=C(C=CC=C1)N(C1=C(C=CC=C1)C1=CC=CC=2OC3=C(C21)C=CC=C3)C3=C(C=CC=C3)C=3C(=CC=CC3)C3=CC=CC=C3)C=3C(=CC=CC3)C3=CC=CC=C3 di(terphenylyl)[(dibenzofuranyl)phenyl]amine